[2,2-bis(4-fluorophenyl)-1-methyl-ethyl] (2S)-2-[(3-acetoxy-4-formamido-pyridine-2-carbonyl)amino]propanoate C(C)(=O)OC=1C(=NC=CC1NC=O)C(=O)N[C@H](C(=O)OC(C(C1=CC=C(C=C1)F)C1=CC=C(C=C1)F)C)C